1-methyl-6-oxo-1,6-dihydropyridazine-3-sulfonyl chloride CN1N=C(C=CC1=O)S(=O)(=O)Cl